1-(4-(4-(dimethoxymethyl)piperidin-1-yl)phenyl)dihydropyrimidine-2,4(1H,3H)-dione COC(C1CCN(CC1)C1=CC=C(C=C1)N1C(NC(CC1)=O)=O)OC